CC1=C(C=C(C=C1)NC(OCC1=CC=CC=C1)=O)NC1=NC=CC(=N1)C=1C=NC=CC1 benzyl (4-methyl-3-((4-(pyridin-3-yl)pyrimidin-2-yl)amino)phenyl)carbamate